2-acrylamido-N-(5-(3,5-dimethoxyphenethyl)-1H-pyrazol-3-yl)-4-((2-hydroxypropyl)amino)benzamide C(C=C)(=O)NC1=C(C(=O)NC2=NNC(=C2)CCC2=CC(=CC(=C2)OC)OC)C=CC(=C1)NCC(C)O